(R)-5-((((3'-chloro-2'-(2-chloro-3-((2-fluoro-3-((3-hydroxyazetidin-1-yl)methyl)phenyl)amino)phenyl)-6-methoxy-[2,4'-bipyridin]-5-yl)methyl)amino)methyl)pyrrolidin-2-one ClC=1C(=NC=CC1C1=NC(=C(C=C1)CNC[C@H]1CCC(N1)=O)OC)C1=C(C(=CC=C1)NC1=C(C(=CC=C1)CN1CC(C1)O)F)Cl